NC(CC1=CC=C(C=C1)CC(C(=O)OC(C)(C)C)(C)C)=O tert-butyl 3-(4-(2-amino-2-oxoethyl)phenyl)-2,2-dimethylpropanoate